C(C=C)(=O)OCCOC(CCC(=O)O)=O succinic acid mono(2-acryloyloxyethyl) ester